NC1=C(C=C(C=C1)Br)C1=C(C(N(N1)C)=O)C1CCOCC1 5-(2-amino-5-bromophenyl)-2-methyl-4-(tetrahydro-2H-pyran-4-yl)1,2-dihydro-3H-pyrazol-3-one